C(CC)OP(=O)([O-])[O-] n-Propyl-phosphat